tri(methoxy)-isopropyl silyl ether [SiH3]OC(C(OC)OC)(C)OC